C(C1=CC=CC=C1)N(C(CC(C)C)=O)[C@@H](CN1C2CC(CC1CC2)C2=CC(=CC=C2)O)C N-benzyl-N-{(R)-2-[3-endo-(3-hydroxyphenyl)-8-azabicyclo[3.2.1]oct-8-yl]-1-methyl-ethyl}-3-methylbutyramide